(2Z)-2-methyl-2-butenedioic acid C/C(/C(=O)O)=C/C(=O)O